BrC1=C(C=NN(C1=O)C)N[C@@H]1C[C@@H](CN(C1)C)C1=CC=C(C(=O)N2CCC(CC2)C2=CC=C(NC3C(NC(CC3)=O)=O)C=C2)C=C1 3-[4-[1-[4-[(3R,5R)-5-[(5-bromo-1-methyl-6-oxo-pyridazin-4-yl)amino]-1-methyl-3-piperidyl]benzoyl]-4-piperidyl]anilino]piperidine-2,6-dione